Cl.NC/C(/CN1N=CN(C1=O)CC=1SC(=CC1)C1=CC(=C(C=C1)F)C(F)(F)F)=C\F 2-[(2E)-2-(aminomethyl)-3-fluoroprop-2-en-1-yl]-4-({5-[4-fluoro-3-(trifluoromethyl)phenyl]thiophen-2-yl}methyl)-2,4-dihydro-3H-1,2,4-triazol-3-one hydrochloride